(S)-5-benzyl-N-(9'-methyl-8'-oxo-6',7',8',9'-tetrahydrospiro[cyclopropane-1,5'-pyrido[2,3-B]azepin]-7'-yl)-4H-1,2,4-triazole-3-carboxamide C(C1=CC=CC=C1)C=1NC(=NN1)C(=O)N[C@H]1CC2(C3=C(N(C1=O)C)N=CC=C3)CC2